FC1=C(C=C(C(=C1)N1C[C@@H](N([C@@H](C1)C)C)C)NC(C1=CN=C(C=C1C(F)(F)F)OCC[Si](C)(C)C)=O)C=1CCN(CC1)C(=O)OC(C)(C)C tert-butyl 4-(2-fluoro-5-(4-(trifluoromethyl)-6-(2-(trimethyl silyl)ethoxy)nicotinamido)-4-((3S,5R)-3,4,5-trimethylpiperazin-1-yl)phenyl)-3,6-dihydropyridine-1(2H)-carboxylate